F[C@@H]1[C@@H](C1)C(=O)NC=1N=C2N(C=C(N=C2)C2=C3C=NNC3=C(C(=C2C)F)C2C(CCC2)OC)C1 (1s,2s)-2-fluoro-N-(6-(6-fluoro-7-(2-methoxycyclopentyl)-5-methyl-1H-indazol-4-yl)imidazo[1,2-a]pyrazin-2-yl)cyclopropane-1-carboxamide